C=1(N=CCC2=CC(C=CC12)=O)[2H] Isoquinolin-6(4H)-one-1-d